C(C)(C)(C)OC(NC=1C=C2C(OCC2=C(C1F)Br)CC#N)=O N-[7-bromo-3-(cyanomethyl)-6-fluoro-1,3-dihydroisobenzofuran-5-yl]carbamic acid tert-butyl ester